5-[5-methyl-3-[[(2R)-1-methylazetidin-2-yl]methoxy]isoxazol-4-yl]-N-(5-methylpyrazin-2-yl)pyrazolo[1,5-a]pyridin-2-amine CC1=C(C(=NO1)OC[C@@H]1N(CC1)C)C1=CC=2N(C=C1)N=C(C2)NC2=NC=C(N=C2)C